N[C@@H](CCCNC(N)=N)C(=O)OCC[N+](C)(C)C Choline argininate